FC(C=1OC(=NN1)C=1C=NC(=CC1)C([2H])([2H])[2H])F 2-(difluoromethyl)-5-(6-(methyl-d3)pyridin-3-yl)-1,3,4-oxadiazole